C2-isopropylphenol C(C)(C)C1=C(C=CC=C1)O